2-Fluoro-4-(1-(4-(((R)-1-hydroxy-4-methylpentan-2-yl)amino)-6-(methylsulfonamido)-1,3,5-triazin-2-yl)propan-2-yl)-N,N-dimethylbenzamide FC1=C(C(=O)N(C)C)C=CC(=C1)C(CC1=NC(=NC(=N1)N[C@@H](CO)CC(C)C)NS(=O)(=O)C)C